Cl[Mn]Cl The molecule is an inorganic chloride in which manganese(II) is coordinated to two chloride ions. In its anhydrous state manganese(II) chloride is a polymeric solid, which adopts a layered cadmium chloride-like structure. It has a role as a nutraceutical. It is a manganese coordination entity and an inorganic chloride.